C(C)(C)(C)OC(N(CC1CC1)[C@@H]1C[C@H](C1)OC1=C2C=NN(C2=CC(=C1)Br)C1OCCCC1)=O trans-tert-butyl(3-((6-bromo-1-(tetrahydro-2H-pyran-2-yl)-1H-indazol-4-yl)oxy)cyclobutyl)(cyclopropylmethyl)carbamate